Cl.BrC1=CC=C(C=C1)C1=CC=C(N1C1=C(C=CC=C1)CN(C)C)C1=CC=C(C(=O)NCCN(C)C)C=C1 4-[5-(4-bromophenyl)-1-[2-[(dimethylamino)methyl]phenyl]pyrrol-2-yl]-N-[2-(dimethylamino)ethyl]benzamide hydrochloride